(1S*,4S)-N,N-Dibenzyl-8-bromo-4'-chloro-2'-(methylthio)-4-(trifluoromethyl)-3,4,5',8'-tetrahydro-2H-spiro[naphthalene-1,7'-pyrano[4,3-d]pyrimidin]-7-amine C(C1=CC=CC=C1)N(C1=CC=C2[C@H](CC[C@]3(CC=4N=C(N=C(C4CO3)Cl)SC)C2=C1Br)C(F)(F)F)CC1=CC=CC=C1 |o1:15|